FC=1C(=CC(=C(C(=O)NC2=C(C=CC=C2)F)C1)O[C@H](C(F)(F)F)C)N1N=C2N(C=CC=C2)C1=O 5-fluoro-N-(2-fluorophenyl)-4-(3-oxo[1,2,4]triazolo[4,3-a]pyridin-2(3H)-yl)-2-{[(2S)-1,1,1-trifluoropropan-2-yl]oxy}benzamide